[N+](=O)([O-])C(CCCC(=O)O)CCCCCCCCCC(=O)O 5-nitro-pentadecanedioic acid